C(C)(C)(C)OC(=O)N1C(C2=C(C=CC(=C2C1)C1=CN=C2N1C=CC(=C2)F)NC2=NC(=C(C=C2)[C@H]2COCC2)CO)=O (S)-4-(7-Fluoroimidazo[1,2-a]pyridin-3-yl)-7-((6-(hydroxymethyl)-5-(tetrahydrofuran-3-yl)pyridin-2-yl)amino)-1-oxoisoindoline-2-carboxylic acid tert-butyl ester